BrC=1C=C(C=CC1)C(CC)C1=NN=CN1C 3-(1-(3-bromophenyl)propyl)-4-methyl-4H-1,2,4-triazole